C12(CC3CC(CC(C1)C3)C2)C(C#CC2=CC=CC=C2)C2=CC=CC=C2 ((3r,5r,7r)-adamantan-1-yl)-1,3-diphenylprop-2-yn